(3aR,7aR)-1-methyl-3a-(3,4,5-trimethoxyphenyl)-2,3,4,5,7,7a-hexahydroindol-6-one CN1CC[C@]2(CCC(C[C@@H]12)=O)C1=CC(=C(C(=C1)OC)OC)OC